C(CC1=CC=CC=C1)N[C@H]1[C@@H](CCCCC1)O |r| Rac-trans-2-(phenethylamino)cycloheptan-1-ol